3-hydrazinopiperidine-1-carboxylic acid benzyl ester C(C1=CC=CC=C1)OC(=O)N1CC(CCC1)NN